Ethyl (E)-4-{[3-(3-chloro-11-oxo-10,11-dihydro-5H-dibenzo[b,e][1,4]diazepin-5-yl)propyl]amino}but-2-enoate maleate C(\C=C/C(=O)O)(=O)O.ClC=1C=CC2=C(N(C3=C(NC2=O)C=CC=C3)CCCNC/C=C/C(=O)OCC)C1